C(OC)(OC)(OCC)OCC dimethyl diethyl orthocarbonate